FC1(OC2=C(O1)C=CC(=C2)C(=O)NN)F 2,2-difluorobenzo[d][1,3]dioxolane-5-carboxylic acid hydrazide